BrC1=NC2=CC=C(C=C2C(=C1)CCNC(C)=O)OC1CC1 N-(2-(2-bromo-6-cyclopropyloxyquinolin-4-yl)ethyl)acetamide